CN1N=NC(=C1NC(OC(C)C=1C(=NC=CC1)C)=O)C1=NC(=C(C=C1)NS(=O)(=O)C)C 1-(2-methylpyridin-3-yl)ethyl (1-methyl-4-(6-methyl-5-(methylsulfonamido)pyridin-2-yl)-1H-1,2,3-triazol-5-yl)carbamate